3-methyl-1-phenyl-4-(p-methylphenylsulfanyl)-1H-pyrazol-5-amine CC1=NN(C(=C1SC1=CC=C(C=C1)C)N)C1=CC=CC=C1